[2-[4-[[2-[3-(2-methoxy-4-sulfamoyl-anilino)prop-1-ynyl]-1-(2,2,2-trifluoroethyl)indol-4-yl]amino]-1-piperidyl]-1-methyl-ethyl] 2-methylpropanoate CC(C(=O)OC(CN1CCC(CC1)NC1=C2C=C(N(C2=CC=C1)CC(F)(F)F)C#CCNC1=C(C=C(C=C1)S(N)(=O)=O)OC)C)C